C(C)(C)(C)OC(N[C@@H]1C2=CC=CC=C2CC12CCN(CC2)C=2C=NC(=CC2)Br)=O (S)-(1'-(6-bromopyridin-3-yl)-1,3-dihydrospiro[indene-2,4'-piperidin]-1-yl)carbamic acid tert-butyl ester